2,2,2-trifluoro-1-(4-(4-((trans-4-((5-(trifluoromethyl)pyridin-2-yl)amino)cyclohexyl)thio)phenyl)pyridin-2-yl)ethan-1-ol FC(C(O)C1=NC=CC(=C1)C1=CC=C(C=C1)S[C@@H]1CC[C@H](CC1)NC1=NC=C(C=C1)C(F)(F)F)(F)F